6,8-difluoro-3,4-dihydronaphthalene-1-carboxylic acid methyl ester COC(=O)C1=CCCC2=CC(=CC(=C12)F)F